F[C@@H]1CNCC[C@@H]1N1N=CC2=C(C=CC=C12)N1C(NC(CC1)=O)=O 1-(1-((3R,4S)-3-Fluoropiperidin-4-yl)-1H-indazol-4-yl)dihydropyrimidine-2,4(1H,3H)-dione